arginate hydrochloride Cl.N[C@@H](CCCNC(N)=N)C(=O)O